C(C)(C)(C)OC(N[C@H]1C2N(CC1CC2)C(=O)C=2C=C(C1=C(SC=C1C)C2)OC)=O tert-Butyl-((7R)-2-(4-methoxy-3-methylbenzo[b]thiophene-6-carbonyl)-2-azabicyclo[2.2.1]heptan-7-yl)carbamate